[C@H](C)(CC)[C@@H]1N(CC2=C(NC1=O)C=CC=C2)C2=NOC=N2 (S)-3-((S)-sec-butyl)-4-(1,2,4-oxadiazol-3-yl)-1,3,4,5-tetrahydro-2H-benzo[e][1,4]Diazepin-2-one